1-(3-bromophenyl)-N-{3-fluoro-4-[4-(morpholin-4-yl)-7-{[2-(trimethylsilyl)ethoxy]methyl}-7H-pyrrolo[2,3-d]pyrimidin-6-yl]phenyl}-N-(methoxymethyl)ethane-1-sulfonamide BrC=1C=C(C=CC1)C(C)S(=O)(=O)N(COC)C1=CC(=C(C=C1)C1=CC2=C(N=CN=C2N2CCOCC2)N1COCC[Si](C)(C)C)F